ClC=1C(=C2C=C(C3(C2=CC1)CCC(CC3)(C(=O)OC)NC3=CC(=CC=C3)Cl)C[C@H](COCC3=CC=C(C=C3)OC)C)F methyl (1r,4R)-5'-chloro-4-(3-chloroanilino)-4'-fluoro-2'-{(2R)-3-[(4-methoxyphenyl)methoxy]-2-methylpropyl}spiro[cyclohexane-1,1'-indene]-4-carboxylate